cycloleucine HCl salt Cl.NC1(CCCC1)C(=O)O